Cl.FC(C1=CC=C(OC2=C3C=CN=CC3=C(C=C2)CN)C=C1)(F)F [5-{4-(trifluoromethyl)phenoxy}isoquinolin-8-yl]methanamine hydrochloride